N1CC(CCC1)NC1=NC=C(C(=N1)C1=CNC=2C(NCCCCC21)=O)C(F)(F)F 3-{2-[(piperidin-3-yl)amino]-5-(trifluoromethyl)pyrimidin-4-yl}-1H,4H,5H,6H,7H,8H,9H-pyrrolo[2,3-c]azocin-9-one